OCC([C@H]1CC[C@H]2[C@@H]3CC[C@@H]4CC(CC[C@]4(C)[C@H]3CC[C@]12C)=O)=O 21-hydroxy-5β-pregnan-3,20-dione